(5-Chloro-1H-indol-2-yl)(4-(4-methoxybenzoyl)piperazin-1-yl)methanone ClC=1C=C2C=C(NC2=CC1)C(=O)N1CCN(CC1)C(C1=CC=C(C=C1)OC)=O